SC1=C(C(=C(C(=C1C(=O)O)S)S)C(=O)O)S tetra-mercaptoterephthalic acid